trimethylenediamine NCCCN